C(C)OC(C(\C=C/C1=CC=C(C=C1)Cl)(F)F)=O Z-ethyl-4-(4-chlorophenyl)-2,2-difluorobut-3-enoate